N-(2-Methoxy-6-(pyrazolo[1,5-a]pyrimidin-3-yl)pyridin-3-yl)-5-methyl-3-phenylisoxazole-4-carboxamide COC1=NC(=CC=C1NC(=O)C=1C(=NOC1C)C1=CC=CC=C1)C=1C=NN2C1N=CC=C2